isobutylpent-4-ynoate C(C(C)C)OC(CCC#C)=O